C1(CC1)OC1CN(C1)C(=O)OC(C)(C)C Tert-butyl 3-cyclopropoxyazetidine-1-carboxylate